N(=[N+]=[N-])CC1(OC2=C(C1)C=C(C(=C2CCN[S@](=O)C(C)(C)C)F)F)C (R)-N-((1R)-(2-(azidomethyl)-5,6-difluoro-2-methyl-2,3-dihydrobenzofuran-7-yl)ethyl)-2-methylpropane-2-sulfinamide